(R)-2-amino-N-methyl-N-m-tolyl-3-(tritylthio)propanamide N[C@H](C(=O)N(C=1C=C(C=CC1)C)C)CSC(C1=CC=CC=C1)(C1=CC=CC=C1)C1=CC=CC=C1